tert-butyl 4-((tert-butyldiphenylsilyl) oxy)-2,2-dimethylpiperidine-1-carboxylate [Si](C1=CC=CC=C1)(C1=CC=CC=C1)(C(C)(C)C)OC1CC(N(CC1)C(=O)OC(C)(C)C)(C)C